FC(CC(CO)NC(=O)C=1N(N=C2C=CC(=CC12)OCC1=NC=CC=C1)C)F N-(4,4-difluoro-1-hydroxybut-2-yl)-2-methyl-5-[(pyridin-2-yl)methoxy]-2H-indazole-3-carboxamide